tert-butyl 4-[2-fluoro-4-(4,4,5,5-tetramethyl-1,3,2-dioxaborolan-2-yl)phenyl]piperazine-1-carboxylate FC1=C(C=CC(=C1)B1OC(C(O1)(C)C)(C)C)N1CCN(CC1)C(=O)OC(C)(C)C